methyl (R)-2-[(tert-butoxycarbonyl)amino]-3-(2-hydroxyphenyl)propanoate C(C)(C)(C)OC(=O)N[C@@H](C(=O)OC)CC1=C(C=CC=C1)O